2-(6'-Chloro-4'-((1-(2,2-difluoroethyl)piperidin-4-yl)amino)-[2,3'-bipyridin]-5-yl)propan-2-ol ClC1=CC(=C(C=N1)C1=NC=C(C=C1)C(C)(C)O)NC1CCN(CC1)CC(F)F